3-[1-(2,6-dioxopiperidin-3-yl)-3-methyl-2-oxo-1,3-benzodiazol-5-yl]pyrrolidine-1-carboxylic acid tert-butyl ester C(C)(C)(C)OC(=O)N1CC(CC1)C1=CC2=C(N(C(N2C)=O)C2C(NC(CC2)=O)=O)C=C1